C1(CCC(N1OC(CCCC1=CC=C(C=C1)N1C(C=CC1=O)=O)=O)=O)=O 4-(p-maleimidophenyl)butyric acid succinimidyl ester